1,N4-bis(3,5-di-tert-butylphenyl)benzene-1,4-diamine C(C)(C)(C)C=1C=C(C=C(C1)C(C)(C)C)C1(CC=C(C=C1)NC1=CC(=CC(=C1)C(C)(C)C)C(C)(C)C)N